C(O[C@@H]1[C@H](CCCC1)SSC1=NC=CC=C1)([O-])=O ((1S,2S)-2-(pyridin-2-yldisulfanyl)cyclohexyl) carbonate